Tetrahydro-pyran-4-carboxylic acid {(R)-8-[5-(3-dimethylaminomethyl-phenylamino)-6-methoxy-pyridin-2-yl]-2,3-dihydro-benzo[1,4]dioxin-2-ylmethyl}-amide CN(C)CC=1C=C(C=CC1)NC=1C=CC(=NC1OC)C1=CC=CC2=C1O[C@@H](CO2)CNC(=O)C2CCOCC2